N-(2,6-dioxopiperidin-3-yl)-2-ethyl-4-hydroxybenzamide O=C1NC(CCC1NC(C1=C(C=C(C=C1)O)CC)=O)=O